3-(6-benzyl-2-oxobenzo[cd]indol-1(2H)-yl)piperidine C(C1=CC=CC=C1)C=1C=2C3=C(C(N(C3=CC1)C1CNCCC1)=O)C=CC2